CC1(CC(NC2=CC(=CC=C12)NC(C1=C(C=CC(=C1)[N+](=O)[O-])SC1=NN=NN1C)=O)=O)C N-(4,4-dimethyl-2-oxo-1,2,3,4-tetrahydroquinolin-7-yl)-2-[(1-methyl-1H-1,2,3,4-tetrazol-5-yl)sulfanyl]-5-nitrobenzamide